C(CCCCCCCCC(=O)N)CCCCCCCC(=O)N ethylenebisoctanoamide